13-((2-carboxyethoxy)methyl)-1-((2,4-dinitrophenyl)amino)-11-oxo-3,6,9,15-tetraoxa-12-azaoctadecan-18-oic acid C(=O)(O)CCOCC(NC(COCCOCCOCCNC1=C(C=C(C=C1)[N+](=O)[O-])[N+](=O)[O-])=O)COCCC(=O)O